hydroxy-6-ethylidene-7-keto-5β-cholan-24-oic acid OC(C(=O)O)C[C@@H](C)[C@H]1CC[C@H]2[C@@H]3C(C([C@@H]4CCCC[C@]4(C)[C@H]3CC[C@]12C)=CC)=O